C(C)C=1C=NC(=NC1)N1C[C@H](CC1)COC1=C(C=C(C=C1)C1=CC2=C(S(CO2)(=O)=O)C=C1)F (S)-6-(4-((1-(5-ethylpyrimidin-2-yl)pyrrolidin-3-yl)methoxy)-3-fluorophenyl)-2H-benzo[d][1,3]oxathiole 3,3-dioxide